C(C)C1CCN(CC1)C1=NC=C(C=N1)N 2-(4-ethylpiperidin-1-yl)pyrimidin-5-amine